CC(C)(CC)C 2,2-Dimethyl-Butane